ClC1=C2C(=CN=CC2=CC=C1)N1CC=2N=CN=C(C2CC1)N1C[C@@H](N(CC1)C(=O)OCC1=CC=CC=C1)CC#N benzyl (2S)-4-[7-(5-chloro-4-isoquinolyl)-6,8-dihydro-5H-pyrido[3,4-d]pyrimidin-4-yl]-2-(cyanomethyl)piperazine-1-carboxylate